OC1=CC(=CC=2C=CSC21)C(=O)OC Methyl 7-hydroxy-1-benzothiophene-5-carboxylate